O1CC(CCC1)NC(O)=O.COC1=CC=C(C=C1)S(=O)(=O)N(CC=1SC=CC1)CC=1SC=CC1 4-methoxy-N,N-bis(2-thienylmethyl)benzenesulfonamide tetrahydro-2H-pyran-3-yl-carbamate